[1-[(1R)-1-[3-[[(3S,4R)-3-hydroxy-2,2-dimethyl-chroman-4-yl]carbamoyl]phenyl]-3-methoxy-propyl]-4,4-dimethyl-6-oxo-hexahydropyrimidin-2-ylidene]ammonium O[C@@H]1C(OC2=CC=CC=C2[C@H]1NC(=O)C=1C=C(C=CC1)[C@@H](CCOC)N1C(NC(CC1=O)(C)C)=[NH2+])(C)C